((6-(2-Aminoethoxy)pyridin-3-yl)methyl)-2-butoxyimidazo[2,1-f][1,2,4]triazin-4-amine NCCOC1=CC=C(C=N1)CC=1N=C2C(=NC(=NN2C1)OCCCC)N